methyl 2-chloro-4-[({4-[1-isopropyl-4-(trifluoromethyl)imidazol-2-yl]phenyl}methyl)amino]pyrimidine-5-carboxylate ClC1=NC=C(C(=N1)NCC1=CC=C(C=C1)C=1N(C=C(N1)C(F)(F)F)C(C)C)C(=O)OC